OCC1=CC=C(CCl)C=C1 p-hydroxymethyl-benzyl chloride